2,2'-Methylenbis[phenol] C(C1=C(C=CC=C1)O)C1=C(C=CC=C1)O